CN1N=C(C=C1C)NC1=NC=C(C(=N1)C1=CNC2=C(C=CC=C12)NC(CN1C[C@H](CC1)O)=O)C (S)-N-(3-(2-((1,5-dimethyl-1H-pyrazol-3-yl)amino)-5-methylpyrimidin-4-yl)-1H-indol-7-yl)-2-(3-hydroxypyrrolidin-1-yl)acetamide